BrC=1C=CC(=C2C=CC=NC12)N1C[C@@H](O[C@@H](C1)C)C(=O)OC methyl (2R,6R)-4-(8-bromo-5-quinolyl)-6-methyl-morpholine-2-carboxylate